6-(4-amino-4-methylpiperidin-1-yl)-N-(6-(o-tolyl)-5-(trifluoromethyl)pyridin-2-yl)pyridine-2-sulfonamide hydrochloride Cl.NC1(CCN(CC1)C1=CC=CC(=N1)S(=O)(=O)NC1=NC(=C(C=C1)C(F)(F)F)C1=C(C=CC=C1)C)C